ClC1=CC=C(C=C1)C(=O)C1=C(C=CC=C1)B1OC(C(O1)(C)C)(C)C (4-chlorophenyl)(2-(4,4,5,5-tetramethyl-1,3,2-dioxaborolan-2-yl)phenyl)methanone